trianthracene phosphate P(=O)(O)(O)O.C1=CC=CC2=CC3=CC=CC=C3C=C12.C1=CC=CC2=CC3=CC=CC=C3C=C12.C1=CC=CC2=CC3=CC=CC=C3C=C12